N-Methyl-6-(2-methyl-2H-indazol-5-yl)-N-(piperidin-4-yl)[1,3]thiazolo[4,5-b]pyridin-2-amin CN(C=1SC=2C(=NC=C(C2)C2=CC3=CN(N=C3C=C2)C)N1)C1CCNCC1